CC1=NC(=NO1)C1=CC=C2C=CN=C(C2=C1)NCCC(=O)OC(C)(C)C tert-butyl 3-{[7-(5-methyl-1,2,4-oxadiazol-3-yl)isoquinolin-1-yl]amino}propanoate